Cl.N[C@@H]1C(N(C2=C(OC1)C=CC(=C2)Br)C)=O (S)-3-amino-7-bromo-5-methyl-2,3-dihydrobenzo[b][1,4]oxazepine-4(5H)-one hydrochloride